Tert-Butyl 6-bromo-5-fluoro-3,4-dihydro-1H-isoquinoline-2-carboxylate BrC=1C(=C2CCN(CC2=CC1)C(=O)OC(C)(C)C)F